C(#CCCCCCC)Br octynyl bromide